BrCC1=C(C(=O)OC)C=C(C=C1C(F)(F)F)C=O methyl 2-(bromo-methyl)-5-formyl-3-(trifluoromethyl)benzoate